4-trimethylsilyl-bromobenzene tert-Butyl-3-hydroxy-3-(5H-imidazo[5,1-a]isoindol-5-yl)piperidin-1-carboxylat C(C)(C)(C)OC(=O)N1CC(CCC1)(C1N2C(C3=CC=CC=C13)=CN=C2)O.C[Si](C2=CC=C(C=C2)Br)(C)C